C1(CC1)CNC(C1=C(C=CC(=C1)[N+](=O)[O-])CN(CC)CC)=O N-(cyclopropylmethyl)-2-((diethylamino)methyl)-5-nitrobenzamide